FC1=C(CN2C(=NC(=C2)C(=O)OC)C)C=CC(=C1)N1N=C2N(C1=O)C(CC2)C2=CC=CC=C2 methyl 1-(2-fluoro-4-(3-oxo-5-phenyl-6,7-dihydro-3H-pyrrolo[2,1-c][1,2,4]triazol-2(5H)-yl) benzyl)-2-methyl-1H-imidazole-4-carboxylate